2-(7-bromo-2,3-dihydrobenzo[B][1,4]dioxin-6-yl)ethanol BrC=1C(=CC2=C(OCCO2)C1)CCO